C(=O)(O)C(C[NH3+])CC (2-carboxy)butylammonium